Cl.NC1=CC2=C(N(C(N2C)=O)C2C(NC(CC2)=O)=O)C=C1 3-(5-amino-3-methyl-2-oxo-benzimidazol-1-yl)piperidine-2,6-dione hydrochloride